(rac)-4-[(methylsulfonyl)oxy]azepane-1-carboxylic acid tert-butyl ester C(C)(C)(C)OC(=O)N1CC[C@@H](CCC1)OS(=O)(=O)C |r|